C(C1=CC=CO1)NC1=C2N=CN(C2=NC=N1)[C@H]1[C@H](O)[C@@H](O)[C@H](O)[C@H](O1)CO 6-furfurylamino-9-β-D-glucopyranosylpurine